(1R)-1-(2-thienyl)ethanol tert-butyl-((3-((1s,4s)-4-((3-methoxy-4-methylphenyl)carbamoyl)cyclohexyl)-5-methyl-2-oxo-1,2,3,4-tetrahydroquinazolin-8-yl)methyl)carbamate C(C)(C)(C)N(C(=O)O[C@H](C)C=1SC=CC1)CC=1C=CC(=C2CN(C(NC12)=O)C1CCC(CC1)C(NC1=CC(=C(C=C1)C)OC)=O)C